N1(C=NC=C1)C1=CC(=NC=C1)N1CCC2(CN3N([C@@H](CC3)C3=CC(=CC(=C3)F)F)C2=O)CC1 (S)-1-(4-(1H-imidazol-1-yl)pyridin-2-yl)-7'-(3,5-difluorophenyl)dihydro-1'H,3'H,5'H-spiro[piperidine-4,2'-pyrazolo[1,2-a]pyrazol]-1'-one